6-(1-(4-fluorophenyl)ethyl)-N-methyl-5-((2-(pyrrolidin-1-yl)ethyl)amino)pyrazine-2-carboxamide FC1=CC=C(C=C1)C(C)C1=C(N=CC(=N1)C(=O)NC)NCCN1CCCC1